C(CCCCCCCCCCCCCCCCC)(=O)OC[C@@H](OC(CCCCCCCCCCCCCCCCC)=O)COP(=O)(O)OC[C@H](N)C(=O)O 1,2-distearoylsn-glycero-3-phospho-L-serine